N-{[5-chloro-1-methyl-3-(trifluoromethyl)pyrazol-4-yl]methyl}-2-methylpropane-2-sulfinamide ClC1=C(C(=NN1C)C(F)(F)F)CNS(=O)C(C)(C)C